8-bromo-5-chloroimidazo[1,5-a]pyrazine BrC=1C=2N(C(=CN1)Cl)C=NC2